4-[4-(3-azabicyclo[3.1.1]heptan-3-yl)-8-fluoro-2-{[(2R,7aS)-2-fluorotetrahydro-1H-pyrrolizin-7a(5H)-yl]methoxy}pyrido[4,3-d]pyrimidin-7-yl]-5-ethynyl-6-fluoronaphthalen-2-ol C12CN(CC(C1)C2)C=2C1=C(N=C(N2)OC[C@]23CCCN3C[C@@H](C2)F)C(=C(N=C1)C1=CC(=CC2=CC=C(C(=C12)C#C)F)O)F